ClC=1C=C(C=CC1)C(C(=O)O)C m-chloro-2-phenylpropionic acid